C(C)(C)(C)OC(=O)N1C[C@](CC1)(COC1=CC=CC=C1)COCC (S)-3-(ethoxymethyl)-3-(phenoxymethyl)pyrrolidine-1-carboxylic acid tert-butyl ester